ClC=1C=C2C(N3C(=NC2=CC1Cl)[C@H]1CCCN([C@@H]1CC3)CC3=CC=C(C=C3)C(F)(F)F)=O |r| (±)-(4aR,13bS)-10,11-dichloro-4-(4-(trifluoromethyl)benzyl)-1,2,3,4,4a,5,6,13b-octahydro-8H-[1,6]naphthyridino[5,6-b]quinazolin-8-one